3-meth-oxy-3-methyl-1-butanol COC(CCO)(C)C